ClC=1C(=NC(=CN1)Cl)C(=O)N 3,6-dichloropyrazine-2-formamide